1,4-bis(acryloyl)piperazine Methyl-(Z)-hexadec-11-enoate COC(CCCCCCCCC\C=C/CCCC)=O.C(C=C)(=O)N1CCN(CC1)C(C=C)=O